ClC=1C=CC(=NC1)[C@@H](N)C1CCC1 (S)-(5-chloropyridin-2-yl)(cyclobutyl)methanamine